N-((S)-1-((3r,5'S)-5'-cyano-2-oxospiro[indolin-3,3'-pyrrolidin]-1'-yl)-4-(methyl-d3)-1-oxopent-2-yl-4,5,5,5-d4)-4,6,7-trifluoro-N-(methyl-d3)-1H-indole-2-carboxamide C(#N)[C@@H]1C[C@@]2(CN1C([C@H](CC(C([2H])([2H])[2H])([2H])C([2H])([2H])[2H])N(C(=O)C=1NC3=C(C(=CC(=C3C1)F)F)F)C([2H])([2H])[2H])=O)C(NC1=CC=CC=C12)=O